NC1=C(C(=NC(=N1)C1=CC=C(C=C1)F)C(=O)O)Cl 6-amino-5-chloro-2-(4-fluoro-phenyl)pyrimidine-4-carboxylic acid